L-3-methyl-4-nitroimino-1,3,5-oxadiazine CN1COC=NC1=N[N+](=O)[O-]